5-bromobenzo[C]isoxazole BrC1=CC=2C(=NOC2)C=C1